(Z)-1-(3-(5-methyl-2-(3,3,3-trifluoropropoxy)phenyl)-4-oxothiazolidin-2-ylidene)-3-(2-methyl-4-(1-(3-(trifluoromethyl)phenyl)-1H-1,2,4-triazol-3-yl)phenyl)urea CC=1C=CC(=C(C1)N1/C(/SCC1=O)=N/C(=O)NC1=C(C=C(C=C1)C1=NN(C=N1)C1=CC(=CC=C1)C(F)(F)F)C)OCCC(F)(F)F